4,9-dihydro-10H-pyrimido[5,4-b]thiazolo[5,4-e][1,4]diazepin-10-one N1=CSC=2NC3=C(NC(C21)=O)C=NC=N3